ClC=1C=C2C=C(NC2=CC1)CN1CCCC12CCN(CC2)C(=O)N2N=C(C=C2)NC(C)=O N-(1-(1-((5-Chloro-1H-indol-2-yl)methyl)-1,8-diazaspiro[4.5]decane-8-carbonyl)-1H-pyrazol-3-yl)acetamide